[Au].[W].[Ti] titanium-tungsten-gold